C(C)(C)OC=1C=2N(C=NC1C=1C=NNC1)N=C(N2)NC2CCOCC2 8-isopropoxy-7-(1H-pyrazol-4-yl)-N-(tetrahydro-2H-pyran-4-yl)-[1,2,4]triazolo[1,5-c]pyrimidin-2-amine